9,9-bis(1-carboxyethyl)fluorene C(=O)(O)C(C)C1(C2=CC=CC=C2C=2C=CC=CC12)C(C)C(=O)O